4-(1-methyl-2-pyrrolidinyl)-3-oxo-butanoic acid CN1C(CCC1)CC(CC(=O)O)=O